N1(CCOCC1)C(=O)[C@@H]1CC[C@H](CO1)NC(OC(C)(C)C)=O Tert-butyl [(3R,6S)-6-(morpholin-4-ylcarbonyl)tetrahydro-2H-pyran-3-yl]carbamate